FC1=CC=C(C=C1)/C=C/B1OC(C(O1)(C)C)(C)C (E)-2-(4-fluorophenylvinyl)-4,4,5,5-tetramethyl-1,3,2-dioxaborolan